7-[8-ethyl-7-fluoro-3-(methoxymethoxy)-1-naphthyl]-8-fluoro-pyrido[4,3-d]pyrimidine-2,4-diol C(C)C=1C(=CC=C2C=C(C=C(C12)C1=C(C=2N=C(N=C(C2C=N1)O)O)F)OCOC)F